BrCC1=CC(=C(C=C1)S(=O)(=O)Cl)F 4-(bromomethyl)-2-fluorobenzenesulfonyl chloride